NC1=NC(=C(C(=N1)N)C=O)O 2,4-DIAMINO-6-HYDROXY-PYRIMIDINE-5-CARBALDEHYDE